7-methoxy-5-((1-methylpiperidin-4-yl)oxy)quinazolin-4-amine COC1=CC(=C2C(=NC=NC2=C1)N)OC1CCN(CC1)C